C(=O)(C=C)N1CCCCC1 N-(acryl)piperidine